NC1=NC=NN2C1=C(C=C2C=2C=C(C(=NC2)OC)C(=O)N[C@@H]2CN(C[C@@H]2F)C(N(C)C)=O)C(F)(F)F 5-[4-amino-5-(trifluoromethyl)pyrrolo[2,1-f][1,2,4]triazin-7-yl]-N-[(3R,4S)-1-(dimethylcarbamoyl)-4-fluoropyrrolidin-3-yl]-2-methoxypyridine-3-carboxamide